tert-Butyl N-methyl-N-[2-({2-oxo-1-[cis-4-[(3-methoxy-4-methylphenyl)carbamoyl]cyclohexyl]-2,3-dihydro-1H-1,3-benzodiazol-4-yl}oxy)ethyl]carbamate CN(C(OC(C)(C)C)=O)CCOC1=CC=CC=2N(C(NC21)=O)[C@@H]2CC[C@@H](CC2)C(NC2=CC(=C(C=C2)C)OC)=O